4-acetamido-N-[(1s,4s)-4-{[6-chloro-2-(trifluoromethyl)quinolin-4-yl]amino}cyclohexyl]butanamide C(C)(=O)NCCCC(=O)NC1CCC(CC1)NC1=CC(=NC2=CC=C(C=C12)Cl)C(F)(F)F